FC1=C(OC2=NC(=NN2C)C2=CC=C(C=NNC(NC3=C(C=CC=C3)C(C)C)=S)C=C2)C=CC(=C1)OC(F)(F)F 2-(4-{5-[2-Fluoro-4-(trifluoromethoxy)phenoxy]-1-methyl-1H-1,2,4-triazol-3-yl}benzylidene)-N-(2-isopropylphenyl)hydrazinecarbothioamide